5-(ethenesulfonyl)-2-(4-fluorophenyl)-3-(pyridin-4-yl)-4,5,6,7-tetrahydropyrazolo[1,5-a]pyrazine C(=C)S(=O)(=O)N1CC=2N(CC1)N=C(C2C2=CC=NC=C2)C2=CC=C(C=C2)F